tert-butyl 4-(6-(cyclopropanecarboxamido)-1H-pyrrolo[2,3-b]pyridin-4-yl)-3-methyl-3,6-dihydropyridine-1(2H)-carboxylate C1(CC1)C(=O)NC1=CC(=C2C(=N1)NC=C2)C=2C(CN(CC2)C(=O)OC(C)(C)C)C